1-cyclopentylimidazolidine-2,4,5-trione C1(CCCC1)N1C(NC(C1=O)=O)=O